(3aR,5S,6aS)-5-(methylamino)hexahydrocyclopenta[c]pyrrole CN[C@H]1C[C@@H]2C(CNC2)=C1